FC=1C=C(C=C(C1CN1C(CCC1)=O)F)CN1C(NC2=C1C=CC=C2)=O 1-({3,5-difluoro-4-[(2-oxopyrrolidin-1-yl)methyl]phenyl}methyl)-1,3-dihydro-2H-benzimidazol-2-one